perfluoropentazene FN=NN(N(N(F)F)F)F